C(C)NC(=O)NC=1SC(=CN1)CC1CCN(CC1)C=1C(=NC(=CC1)N1N=CC=C1)F 1-ethyl-3-(5-((1-(2-fluoro-6-(1H-pyrazol-1-yl)pyridin-3-yl)piperidin-4-yl)methyl)thiazol-2-yl)urea